ClC=1N=C(C=2C(N1)=CN(N2)C)N(C)[C@@H](C(F)F)C2=CC=C(C=C2)C=2N(C=C(N2)C(F)(F)F)C(C)C (R)-5-chloro-N-(2,2-difluoro-1-(4-(1-isopropyl-4-(trifluoromethyl)-1H-imidazol-2-yl)phenyl)ethyl)-N,2-dimethyl-2H-pyrazolo[4,3-d]pyrimidin-7-amine